methyl 2-(2-(3,5-difluorophenyl)-3-methyl-3,4-dihydro-2H-pyrrol-5-yl)hydrazine-1-carboxylate FC=1C=C(C=C(C1)F)C1N=C(CC1C)NNC(=O)OC